2-(3-((Z)-((1S,4S,5R)-4-fluoro-1-methyl-8-azabicyclo[3.2.1]octan-3-ylidene)methyl)-1,2,4-triazin-6-yl)-5-(1H-imidazol-1-yl)phenol F[C@H]1\C(\C[C@@]2(CC[C@H]1N2)C)=C/C=2N=NC(=CN2)C2=C(C=C(C=C2)N2C=NC=C2)O